FC1=C(C=CC=C1)C(CSC1=NC2=NC=CN=C2C(N1CCC1=CC=CC=C1)=O)=O 2-((2-(2-Fluorophenyl)-2-oxoethyl)thio)-3-phenethylpteridin-4(3H)-one